(S)-6-((5-bromo-3-(1-(t-butoxycarbonyl)pyrrolidin-3-yl)-6-fluoro-2-oxo-2,3-dihydro-1H-benzo[d]imidazol-1-yl)methyl)nicotinic acid methyl ester COC(C1=CN=C(C=C1)CN1C(N(C2=C1C=C(C(=C2)Br)F)[C@@H]2CN(CC2)C(=O)OC(C)(C)C)=O)=O